N-(3-(4-cyclopropoxy-2-methoxypyridin-3-yl)-1H-pyrrolo[2,3-b]pyridin-6-yl)-2-(2-(dimethylamino)ethoxy)cyclopropane-1-carboxamide C1(CC1)OC1=C(C(=NC=C1)OC)C1=CNC2=NC(=CC=C21)NC(=O)C2C(C2)OCCN(C)C